(3R)-3-(2-(3-Hydroxypyrrolidine-1-carbonyl)-6-(3-methyl-1H-pyrrolo[2,3-b]pyridin-5-yl)-1,2,3,4-Tetrahydroisoquinolin-8-yl)morpholine-4-carboxylic acid tert-butyl ester C(C)(C)(C)OC(=O)N1[C@@H](COCC1)C=1C=C(C=C2CCN(CC12)C(=O)N1CC(CC1)O)C=1C=C2C(=NC1)NC=C2C